CC(C)NC(=O)C1=CC=2C(=C3C4(NCNC3=CC2)CCCCC4)O1 N-(propan-2-yl)-7',8'-dihydro-6'H-spiro[cyclohexane-1,9'-furo[2,3-f]quinazoline]-2'-carboxamide